[P+3].C(#N)C1=CC=C(C=C1)[N+]1=CSC2=C1C=CC=C2 N-(p-cyanophenyl)benzothiazolium phosphorus